N-benzoyl-N-methyl-4-(3,1-benzoxazin-4-one-2-yl)-aniline C(C1=CC=CC=C1)(=O)N(C1=CC=C(C=C1)C1=NC2=C(C(O1)=O)C=CC=C2)C